tert-butyl (2R)-4-(1-ethoxy-1,3-dioxobutan-2-yl)-2-methylpiperazine-1-carboxylate C(C)OC(C(C(C)=O)N1C[C@H](N(CC1)C(=O)OC(C)(C)C)C)=O